7-[5-methyl-1-(4-piperidyl)triazol-4-yl]-5-[1-[5-(trifluoromethyl)-3-pyridyl]ethoxy]imidazo[1,2-a]pyridine-3-carbonitrile CC1=C(N=NN1C1CCNCC1)C1=CC=2N(C(=C1)OC(C)C=1C=NC=C(C1)C(F)(F)F)C(=CN2)C#N